O1C(=CC=C1)C1=CC=NC(=N1)S(=O)(=O)C 6-(furan-2-yl)-2-methanesulfonylpyrimidine